p-methoxyphenyl-thio-diphenyl-phosphine oxide COC1=CC=C(C=C1)SP(C1=CC=CC=C1)(C1=CC=CC=C1)=O